C(C)(C)(C)OC(=O)N1CC(C1)\C=C\S(=O)(=O)C1=CC=CC=C1.N1(N=NC2=C1C=CC=C2)[O] 1H-benzotriazole-1-yl-oxygen tert-butyl-(E)-3-(2-(phenylsulfonyl)vinyl)azetidine-1-carboxylate